ClC=1SC(=C2C1CC(C2=O)(F)F)SC 1-Chloro-5,5-difluoro-3-(methylthio)-5,6-dihydro-4H-cyclopenta[c]thiophene-4-one